C(C)(C)(C)OC(=O)N[C@@H](C(=O)O)CC1CCCCC1 (2R)-2-(tert-butoxycarbonylamino)-3-cyclohexyl-propanoic acid